C(CCCCCCCCCCCCCCCCCCCCCCC)(=O)O[C@@H]([C@H]([C@H](CO[C@@H]1[C@H](O)[C@@H](O)[C@@H](O)[C@H](O1)CO)N)O)CCCCCCCCCCCCCC (2S,3S,4R)-2-Amino-1-(α-D-galactopyranosyloxy)-3-hydroxy-octadecan-4-yl tetracosanoate